CC1=C(C=CC(=C1)C)C1=NC(=NC(=N1)C1=C(C=C(C=C1)C)C)C1=C(C=C(C=C1)O)O 4,6-di(2,4-dimethylphenyl)-2-(2,4-dihydroxyphenyl)-1,3,5-triazine